C(CCCCCCC\C=C/CCCCCCCC)(=O)OC(CCCCCCCOC(CCCCCCC\C=C/CCCCCCCC)=O)C(C)=O acetyl-1,8-octanediol dioleate